4-[4-[(3-cyano-6-morpholinyl-pyrazin-2-yl)amino]phenyl]piperidine-1-carboxylic acid tert-butyl ester C(C)(C)(C)OC(=O)N1CCC(CC1)C1=CC=C(C=C1)NC1=NC(=CN=C1C#N)N1CCOCC1